C(C)(C)N1C(=NC2=NC=C(C=C21)C=2C=CN1N=C(N=CC12)N[C@@H]1CC[C@@H](CC1)N1CCN(CC1)C)C 5-(1-isopropyl-2-methyl-1H-imidazo[4,5-b]pyridin-6-yl)-N-(cis-4-(4-methylpiperazin-1-yl)cyclohexyl)pyrrolo[2,1-f][1,2,4]triazin-2-amine